ClC1=CC=CC=2N1N=C(C2)[C@H]2N(CCC1=C2N=CN1)C(=O)C1=C(N=CO1)C1CC1 (S)-(4-(7-chloropyrazolo[1,5-a]pyridin-2-yl)-1,4,6,7-tetrahydro-5H-imidazo[4,5-c]pyridin-5-yl)(4-cyclopropyloxazol-5-yl)methanone